2-METHOXYNAPHTHALEN COC1=CC2=CC=CC=C2C=C1